N-(3-cyano-2,4-difluorobenzyl)isobutyramide C(#N)C=1C(=C(CNC(C(C)C)=O)C=CC1F)F